C1(CCC1)OC=1C=CC(=NC1)CC(C(=O)N)N1C[C@@H](C(CC1)(F)F)C1=CNC(C=C1)=O 3-(5-cyclobutoxypyridin-2-yl)-2-((s)-4,4-difluoro-3-(6-oxo-1,6-dihydropyridin-3-yl)piperidin-1-yl)propanamide